N(=[N+]=[N-])CCCNC(=S)N 1-(3-azidopropyl)thiourea